C1(=CC=CC=C1)C=1N=CC(=NC1C1=CC=CC=C1)N(C(C)C)CCCCO 4-[N-(5,6-diphenylpyrazin-2-yl)-N-isopropylamino]-1-butanol